tert-butyl (2S,4R)-2-[[(1S)-1-(4-cyanophenyl)ethyl]carbamoyl]-4-hydroxy-pyrrolidine-1-carboxylate C(#N)C1=CC=C(C=C1)[C@H](C)NC(=O)[C@H]1N(C[C@@H](C1)O)C(=O)OC(C)(C)C